C(C)(C)(C)OC(=O)N1CCN(CC1)CC1=CC2=C(N=C(N2)C(NC(=O)C=2C(=NOC2)C)C2CCCCCCC2)C(=C1)OC 4-[(2-{cyclooctyl-[(3-methylisoxazole-4-carbonyl)amino]methyl}-7-methoxy-3H-benzoimidazol-5-yl)methyl]piperazine-1-carboxylic acid tert-butyl ester